trans-4-[4-(4-Fluoro-1-methylpiperidin-4-yl)-1H-1,2,3-triazol-1-yl]cyclohexyl-8-[3-(trifluoromethyl)phenoxy]-5,6,7,8-tetrahydro[1,2,4]triazolo[4,3-a]pyridine FC1(CCN(CC1)C)C=1N=NN(C1)[C@@H]1CC[C@H](CC1)C1=NN=C2N1CCCC2OC2=CC(=CC=C2)C(F)(F)F